1-(((3S)-1-(((2R)-2-(4-chlorophenyl)-1-azetidinyl)sulfonyl)-3-piperidinyl)carbonyl)-N-(4-(trifluoromethyl)benzyl)-D-prolinamide ClC1=CC=C(C=C1)[C@@H]1N(CC1)S(=O)(=O)N1C[C@H](CCC1)C(=O)N1[C@H](CCC1)C(=O)NCC1=CC=C(C=C1)C(F)(F)F